3-(5-cyclopropylisoxazol-3-yl)-1-(3-methyloxetan-3-yl)-1H-pyrazolo[3,4-d]pyrimidin-4-amine C1(CC1)C1=CC(=NO1)C1=NN(C2=NC=NC(=C21)N)C2(COC2)C